2-chloro-N-(2-(1-methoxyethyl)phenyl)acetamide ClCC(=O)NC1=C(C=CC=C1)C(C)OC